CC(CCCCCC#CC1=C2C(C(=O)OC2=O)=CC=C1)CC 8-methyl-decynylphthalic anhydride